C(C)OC1=CC=C(C=C1)C1=CC=C(C=C1)OCC diethoxybiphenyl